CC1=C(C=C(C(=O)O)C=C1C(F)(F)F)C(=O)OC 4-methyl-3-(methoxycarbonyl)-5-(trifluoromethyl)benzoic acid